C(C)OC1=NC=NC(=C1C1=NC=C2NC(N(C2=N1)CC1=CC=C(C=C1)N1N=C(C=C1C)C(F)(F)F)=O)OCC 2-(4,6-diethoxypyrimidin-5-yl)-9-([4-[5-methyl-3-(trifluoromethyl)pyrazol-1-yl]phenyl]methyl)-7H-purin-8-one